FC=1C=C2C=NNC2=CC1OCCOC 5-fluoro-6-(2-methoxy-ethoxy)-1H-indazole